C[Si](C)(C)N([Si](C)(C)C)[K] di(trimethylsilyl)aminopotassium